7-chloro-1-[3-[(1S)-1-(2,2-difluoro-1,3-benzodioxol-5-yl)ethoxy]phenyl]-3-(trifluoromethyl)-4,5,6,7-tetrahydroindazole ClC1CCCC=2C(=NN(C12)C1=CC(=CC=C1)O[C@@H](C)C1=CC2=C(OC(O2)(F)F)C=C1)C(F)(F)F